NC1=NC=C2N(C(N(C2=N1)[C@@H]1O[C@@H](C[C@H]1O)CO)=O)C\C=C\C1=CC=CC=C1 2-Amino-7-(E)-cinnamyl-9-((2R,3R,5S)-3-hydroxy-5-(hydroxymethyl)tetrahydrofuran-2-yl)-7,9-dihydro-8H-purin-8-on